CCCCCCC=CC(=O)OC methyl nonenoate